(3S,4r,5R)-1-(4-(2-hydroxy-4-(trifluoromethyl)phenyl)pyrido[3,4-d]pyridazin-1-yl)-3,5-dimethylpiperidin-4-ol OC1=C(C=CC(=C1)C(F)(F)F)C=1N=NC(=C2C1C=NC=C2)N2C[C@@H](C([C@@H](C2)C)O)C